4-(4-chlorophenyl)-2-(2-methyl-2H-indazol-5-yl)-6-(2,2,2-trifluoroethoxy)pyrido[3,2-c]pyridazin-3(2H)-one ClC1=CC=C(C=C1)C1=C2C(=NN(C1=O)C1=CC3=CN(N=C3C=C1)C)C=CC(=N2)OCC(F)(F)F